bis-(2-fluoro-cyclopentadienyl)-titanium FC=1C(C=CC1)[Ti]C1C(=CC=C1)F